adenine-phosphoric acid P(O)(O)(O)=O.N1=CN=C2N=CNC2=C1N